BrC1=C(NC=2N=NC(=CC21)C2=C(C=CC=C2)O)C2CNC2 3-[5-bromo-3-(2-hydroxyphenyl)-7H-pyrrolo[2,3-c]Pyridazin-6-yl]Azetidine